P1(=O)(OC(C(CCl)O1)Cl)[O-] 1,3-dichloropropylene phosphate